ONC(=O)COC1=CC=C(C=C1)C1=CC=C(C=C1)C=CC(=O)O 3-(4'-hydroxycarbamoylmethoxy-biphenyl-4-yl)-acrylic acid